1-(5Z,8Z,11Z,14Z,17Z-eicosapentaenoyl)-2-(9Z-pentadecenoyl)-glycero-3-phospho-(1'-sn-glycerol) CCCCC/C=C\CCCCCCCC(=O)O[C@H](COC(=O)CCC/C=C\C/C=C\C/C=C\C/C=C\C/C=C\CC)COP(=O)(O)OC[C@H](CO)O